5-(benzo[d]thiazol-2-yl)-3-methoxybenzene-1,2-diol S1C(=NC2=C1C=CC=C2)C2=CC(=C(C(=C2)O)O)OC